3-({3-fluoro-2-[(methylsulfamoyl)amino]pyridin-4-yl}methyl)-7-(pyridazin-3-yloxy)-2,3-dihydrospiro[1,3-benzoxazine-4,3'-oxetan]-2-one FC=1C(=NC=CC1CN1C(OC2=C(C=CC(=C2)OC=2N=NC=CC2)C12COC2)=O)NS(NC)(=O)=O